C(C1=CC=CC=C1)O[C@@H]1[C@H]([C@H](OC2=CC=C(C=C2)OC)O[C@@H]([C@H]1O[C@H]1[C@@H](OCC2=CC=CC=C2)[C@@H](O)[C@H](OCC2=CC=CC=C2)[C@H](O1)CO)COCC1=CC=CC=C1)N1C(C2=CC=CC=C2C1[O-])[O-] 4-methoxyphenyl 3,6-di-O-benzyl-2-deoxy-4-O-{2,4-di-O-benzyl-β-D-mannopyranosyl}-2-(1,3-dioxido-1,3-dihydro-2H-isoindol-2-yl)-β-D-glucopyranoside